BrC1=C(N=C2N1C=C(C=C2)C)C2=CC=C(C=C2)C 3-bromo-6-methyl-2-(4-methylphenyl)imidazo[1,2-a]pyridine